6-(5-methylthiazol-2-yl)-N-[(2-methylthiazol-4-yl)methyl]pyrido[2,3-d]pyrimidin-4-amine CC1=CN=C(S1)C1=CC2=C(N=CN=C2NCC=2N=C(SC2)C)N=C1